3-trifluoromethyl-4-(2-methoxyphenyl)-isocoumarin FC(C=1OC(=O)C2=CC=CC=C2C1C1=C(C=CC=C1)OC)(F)F